4-(isopropylamino)-7-(6-oxo-1,6-dihydropyridin-3-yl)-5H-pyrido[3,2-b]indole-3-carboxamide C(C)(C)NC1=C(C=NC2=C1NC=1C=C(C=CC21)C2=CNC(C=C2)=O)C(=O)N